[F-].C=CCCCC hexene fluoride